CN1CCN(CC1)C1=CC=C(C=C1)NC=1N=CC2=C(N1)N(C(C(=C2)C#N)=O)C(C)C2=CC=CC=C2 2-((4-(4-methylpiperazin-1-yl)phenyl)amino)-7-oxo-8-(1-phenylethyl)-7,8-dihydropyrido[2,3-d]pyrimidine-6-carbonitrile